Boc-aminoisobutyric acid C(=O)(OC(C)(C)C)CC(C(=O)O)(C)N